32-hydroxydotriacontyl myristoleate C(CCCCCCC\C=C/CCCC)(=O)OCCCCCCCCCCCCCCCCCCCCCCCCCCCCCCCCO